COC1=C(C=CC(=C1)OC)CNC1=NC=CC2=C1C(=NN2C2CN(CCC2)C(=O)[O-])I 3-[4-[(2,4-dimethoxyphenyl)methylamino]-3-iodo-pyrazolo[4,3-c]pyridin-1-yl]piperidine-1-carboxylate